(S)-5-((4-((2-hydroxy-1-phenylethyl)amino)-5-(1,3,4-oxadiazol-2-yl)pyridin-2-yl)amino)-3,3-dimethylbenzo[c][1,2]oxaborol-1(3H)-ol OC[C@H](C1=CC=CC=C1)NC1=CC(=NC=C1C=1OC=NN1)NC1=CC2=C(B(OC2(C)C)O)C=C1